5-chloro-3-(1-(difluoromethyl)-1H-pyrazol-4-yl)-1H-indazole ClC=1C=C2C(=NNC2=CC1)C=1C=NN(C1)C(F)F